trans-1,1,1,3,4,4,5,5,5-nonafluoro-2-pentene FC(C=C(C(C(F)(F)F)(F)F)F)(F)F